tert-butyl (S)-(4-(6-(6-(2-(ethyl(isopropyl)carbamoyl)-4-fluorophenoxy)-1,2,4-triazin-5-yl)-2,6-diazaspiro[3.4]octan-2-yl)-5-methylhexyl)carbamate C(C)N(C(=O)C1=C(OC2=C(N=CN=N2)N2CC3(CN(C3)[C@@H](CCCNC(OC(C)(C)C)=O)C(C)C)CC2)C=CC(=C1)F)C(C)C